[Ag].C(C)(=O)N[C@@H](CCC(=O)O)C(=O)O N-acetyl-L-glutamic acid silver